5,7-dihydroxy-3-(tetrahydro-2H-pyran-4-yl)pyrazolo[1,5-a]pyrimidine-2-carboxylic acid ethyl ester C(C)OC(=O)C1=NN2C(N=C(C=C2O)O)=C1C1CCOCC1